(S)-2-amino-N-(2-((2-amino-2-oxoethyl)amino)-2-oxoethyl)-3-(perfluorophenyl)acrylamide NC(C(=O)NCC(=O)NCC(=O)N)=CC1=C(C(=C(C(=C1F)F)F)F)F